3-(3,5-dichlorophenyl)urea ClC=1C=C(C=C(C1)Cl)NC(N)=O